C(=O)(OCC1C2=CC=CC=C2C2=CC=CC=C12)[C@@](C(=O)O)(CCCOC1=CC(=CC(=C1)C#N)C#N)N Fmoc-(S)-2-amino-5-(3,5-dicyanophenoxy)pentanoic acid